tert-butyl (S)-4-(3-(4-(benzyloxy)phenyl)-3-oxopropyl)-5-oxooxazolidine-3-carboxylate C(C1=CC=CC=C1)OC1=CC=C(C=C1)C(CC[C@@H]1N(COC1=O)C(=O)OC(C)(C)C)=O